CC1(OC2=C(C1)C=C(C(=C2)C2=CC=NC=C2)N)C 2,2-dimethyl-6-(pyridin-4-yl)-2,3-dihydrobenzofuran-5-amine